NC=1C(NC2=C3C=CC=NC3=C(C=C2C1C1=C2C(=CN=C1)NN=C2)Br)=O 3-Amino-6-bromo-4-(1H-pyrazolo[3,4-c]pyridin-4-yl)-1H-1,7-phenanthrolin-2-one